ClC1=C(C=CC(=C1)Cl)SCC=1C=C(C(=O)O)C=CC1 3-(((2,4-dichlorophenyl)thio)methyl)benzoic acid